FC1=CC=C(C=C1)[C@@H]1N(CCC2=CC=CC=C12)C(=O)[C@H]1OC=C(CC1)[N+](=O)[O-] ((S)-1-(4-fluorophenyl)-3,4-dihydroisoquinolin-2(1H)-yl)((S)-5-nitro-3,4-dihydro-2H-pyran-2-yl)methanone